hydrosulphite (hydrogen sulfite) S(=O)(O)O.S(=O)(O)S(=O)O